4-(6-Benzyl-4-cyano-3-hydroxy-pyridin-2-yl)-4-oxo-butyric acid ethyl ester C(C)OC(CCC(=O)C1=NC(=CC(=C1O)C#N)CC1=CC=CC=C1)=O